CC12C=CC(CC1)CC2 methylbicyclo[2.2.2]-oct-2-ene